F[B-](F)(F)F.F[B-](F)(F)F.CS(=O)(=O)C1=CC=C(C=[N+]1C)C=1C=[N+](C(=CC1)S(=O)(=O)C)C 6,6'-Dimethylsulfonyl-1,1'-dimethyl-[3,3'-bipyridine]-1,1'-diium bis(tetrafluoroborate)